8-(1,3-Dimethylbutylamino)-5,10-dihydro-11H-dibenzo[b,e][1,4]diazepin-11-one CC(CC(C)C)NC=1C=CC2=C(NC(C3=C(N2)C=CC=C3)=O)C1